COC=1C=C(C=C(C1OC)OC)C(CC)O 1-(3,4,5-trimethoxyphenyl)propan-1-ol